FC1=C2NC(C=3N(C2=C(C(=C1)C1=C2C=CN(C2=CC(=C1)F)S(=O)(=O)C)OC)C(=NN3)C)(C)C 6-Fluoro-8-(6-fluoro-1-methylsulfonyl-1H-indol-4-yl)-9-methoxy-1,4,4-trimethyl-5H-[1,2,4]triazolo[4,3-a]quinoxaline